C(C)(C)(C)C1=CC=C(CNCC(C)NCC2=CC=C(C=C2)C(C)(C)C)C=C1 N1,N2-di(4-tert.-butylbenzyl)-1,2-propanediamine